C=1N=CN2C1C1=CC=CC=C1[C@@H]2[C@@H](C(C)C)O (R)-1-((R)-5H-imidazo[5,1-a]isoindol-5-yl)-2-methylpropan-1-ol